C12(CC3CC(CC(C1)C3)C2)C(C(=O)N)OC2=NC(=NC(=C2)C2CC(C2)(F)F)SC (ADAMANTAN-1-YL)-2-((6-(3,3-DIFLUOROCYCLOBUTYL)-2-(METHYLTHIO)PYRIMIDIN-4-YL)OXY)ACETAMIDE